COC(C1CN(C1)C1=NC=C(C=C1)I)OC 2-(3-(dimethoxymethyl)azetidin-1-yl)-5-iodopyridine